[N+](=O)([O-])C1=NC=C(C=C1)OC(C)C 2-nitro-5-propan-2-yloxypyridine